3-[4-(1,3-Dioxo-1,3-dihydro-isoindol-2-yl)-butyl]-cyclobutanecarboxylic acid methyl ester COC(=O)C1CC(C1)CCCCN1C(C2=CC=CC=C2C1=O)=O